6-amino-2-[5-(3-amino-pyrrolidin-1-yl)-pyridin-2-ylamino]-8-cyclopentyl-8H-pyrido[2,3-d]Pyrimidin-7-one NC1=CC2=C(N=C(N=C2)NC2=NC=C(C=C2)N2CC(CC2)N)N(C1=O)C1CCCC1